OC1=C(C=CC(=C1)OC(F)(F)F)B(O)O (2-hydroxy-4-(trifluoromethoxy)phenyl)boronic acid